FC1=C(C=C(C=C1)F)[C@]1([C@@H]2CCN(C[C@H]12)C1=NC=C(N=C1)SC1=C(C(=NC=C1)C)F)CN ((1S,6R,7R)-7-(2,5-difluorophenyl)-3-(5-((3-fluoro-2-methylpyridin-4-yl)thio)pyrazin-2-yl)-3-azabicyclo[4.1.0]heptan-7-yl)methanamine